(S)-N-(8,9-difluoro-6-oxo-1,4,5,6-tetrahydro-2H-pyrano[3,4-c]isoquinolin-1-yl)-3'-fluoro-N-methyl-[1,1'-biphenyl]-4-carboxamide FC=1C(=CC=2C3=C(NC(C2C1)=O)COC[C@H]3N(C(=O)C3=CC=C(C=C3)C3=CC(=CC=C3)F)C)F